BrC1=CC=CC(=N1)C(=O)NC1=CC=C(C=C1)NC1=NC(=NC=C1OC)N1CCNCC1 6-bromo-N-(4-((5-methoxy-2-(piperazin-1-yl)pyrimidin-4-yl)amino)phenyl)picolinamide